The molecule is a monohydroxyflavanone that is flavanone substituted with a hydroxy group at position 7, prenyl groups at positions 6 and 8 and a 6,6-dimethyl-3,6-dihydro-2H-pyran ring fused across positions 3' and 4'. Isolated from the roots of Lespedeza floribunda, it acts as a melanin synthesis inhibitor. It has a role as a metabolite and a melanin synthesis inhibitor. CC(=CCC1=CC2=C(C(=C1O)CC=C(C)C)O[C@@H](CC2=O)C3=CC4=C(C=C3)OC(C=C4)(C)C)C